O1CCN(CC1)C=1C=C2C(=NNC(C2=CC1)=O)N[C@H](C)C1=CC(=CC(=C1)C(F)(F)F)[N+](=O)[O-] (R)-6-morpholino-4-((1-(3-nitro-5-(trifluoromethyl)phenyl)ethyl)amino)phthalazin-1(2H)-one